1-[2-cyano-4-(trifluoromethyl)phenyl]-4-[5-fluoro-6-(1-methyl-1H-pyrrol-2-yl)pyridin-3-yl]-N-[(3S)-1-methylpyrrolidin-3-yl]piperidine-4-carboxamide C(#N)C1=C(C=CC(=C1)C(F)(F)F)N1CCC(CC1)(C(=O)N[C@@H]1CN(CC1)C)C=1C=NC(=C(C1)F)C=1N(C=CC1)C